FC(C1=NN=C(O1)C1=CN=C(S1)CN(S(=O)(=O)CCOC)C=1C=NC=C(C1)C)F N-({5-[5-(difluoromethyl)-1,3,4-oxadiazol-2-yl]-1,3-thiazol-2-yl}methyl)-2-methoxy-N-(5-methylpyridin-3-yl)ethane-1-sulfonamide